NC=1C(=C(C(=O)O)C=C(C1)CN1C[C@@H](CC1)C(=O)OC(C)(C)C)O (R)-3-Amino-5-((3-(tert-butoxycarbonyl)pyrrolidin-1-yl)methyl)-2-hydroxybenzoic acid